[OH-].C(CCCCCCC)[N+](CC)(CC)CC n-octyltriethylammonium hydroxide